2-[(R)-tert-butylsulfinyl]Ethyl iminoacetate N=CC(=O)OCC[S@@](=O)C(C)(C)C